CN1N(C(=CC1=O)C=O)C 1,2-dimethyl-5-oxopyrazole-3-carbaldehyde